BrCCCCCCCF 1-bromo-7-fluoroheptane